C(C(C)C)C(C)(C)CC(C)C 2,2-diisobutylpropane